C1(CC1)COC1=CC=2CC(N3C(C2C2=C1OCC2)=CC(C(=C3)C(=O)O)=O)C(C)C 4-(Cyclopropylmethoxy)-7-isopropyl-11-oxo-2,6,7,11-tetrahydro-1H-furo[2,3-H]pyrido[2,1-a]isoquinoline-10-carboxylic acid